N-(1-(6,7-Difluoro-1-oxo-1,2-dihydroisoquinolin-4-yl)ethyl)-8-fluoro-N-methylindolizine-2-carboxamide FC=1C=C2C(=CNC(C2=CC1F)=O)C(C)N(C(=O)C=1C=C2C(=CC=CN2C1)F)C